COC(C1=CC=C(C=C1)C(CN1C(C2=CC=CC=C2C1=O)=O)O)=O 4-(2-(1,3-dioxoisoindolin-2-yl)-1-hydroxyethyl)benzoic acid methyl ester